2-(dibenzo[b,d]furan-3-yl)-4-(5-(dibenzo[b,d]furan-4-yl)[1,1'-biphenyl]-3-yl)-6-phenyl-1,3,5-triazine C1=CC(=CC=2OC3=C(C21)C=CC=C3)C3=NC(=NC(=N3)C=3C=C(C=C(C3)C3=CC=CC2=C3OC3=C2C=CC=C3)C3=CC=CC=C3)C3=CC=CC=C3